COC1=CC=C(C=C1)C1=CC(CCC1)=C(C(=O)OCC)C#N ethyl [3-(p-methoxyphenyl)-2-cyclohexen-1-ylidene]cyanoacetate